C(\C=C/CCCCCC)OC(CCC(=O)OCCCCCCN(CCCCCCOC(CCC(OC\C=C/CCCCCC)OC\C=C/CCCCCC)=O)CCO)OC\C=C/CCCCCC ((2-hydroxyethyl)azanediyl)bis(hexane-6,1-diyl) bis(4,4-bis(((Z)-non-2-en-1-yl)oxy)butanoate)